1-[(2R,3S,6S)-6-allyl-3-(methoxymethoxy)-3,6-dihydro-2H-pyran-2-yl]ethan-1-one C(C=C)[C@H]1C=C[C@@H]([C@@H](O1)C(C)=O)OCOC